(S)-2-(2,5-difluoro-4-(6-((2-fluoro-4-((1-methyl-1H-1,2,3-triazol-4-yl)ethynyl)benzyl)oxy)pyridin-2-yl)benzyl)-1-(oxetan-2-ylmethyl)-1H-benzo[d]imidazole-6-carboxylic acid FC1=C(CC2=NC3=C(N2C[C@H]2OCC2)C=C(C=C3)C(=O)O)C=C(C(=C1)C1=NC(=CC=C1)OCC1=C(C=C(C=C1)C#CC=1N=NN(C1)C)F)F